8-(3,3-difluoropyrrolidin-1-yl)-N-(2-methoxy-4-(1-methyl-1H-pyrazol-4-yl)phenyl)pyrido[3,4-d]pyrimidin-2-amine FC1(CN(CC1)C1=NC=CC2=C1N=C(N=C2)NC2=C(C=C(C=C2)C=2C=NN(C2)C)OC)F